{[3-fluoro-4-(trifluoromethyl)phenyl]methyl}amine FC=1C=C(C=CC1C(F)(F)F)CN